ClC=1C=C(C=CC1C(NCCCCCN(C)C)=O)NC(=O)C=1N(C(=CN1)C1=C(C(=C(C=C1)OC)F)F)C N-[3-Chloro-4-[5-(dimethylamino)pentylcarbamoyl]phenyl]-5-(2,3-difluoro-4-methoxyphenyl)-1-methylimidazol-2-carboxamid